NC=1C=C2CCC(N(C2=CC1)C(CO[Si](C)(C)C(C)(C)C)C1=CC=CC=C1)=O 6-amino-1-(2-((tert-butyldimethylsilyl)oxy)-1-phenylethyl)-3,4-dihydroquinolin-2(1H)-one